ClC1=NC(=C2N=CN(C2=N1)C1=CC=CC=C1)NN=CC1=CC(=CC=C1)C 2-Chloro-6-(2-(3-methylbenzylidene)hydrazinyl)-9-phenyl-9H-purine